4-((1H-Indazol-5-yl)ethynyl)-N-((3,5-difluoropyridin-2-yl)methyl)-[2,4'-bipyrimidin]-2'-amine N1N=CC2=CC(=CC=C12)C#CC1=NC(=NC=C1)C1=NC(=NC=C1)NCC1=NC=C(C=C1F)F